FC1=CC(=C(C=C1)C(=O)N)F 1,3-difluoro-4-benzenecarboxamide